CC1(OB(OC1(C)C)C1=CN(CCOC1)C(=O)OC(C)(C)C)C tert-Butyl 6-(4,4,5,5-tetramethyl-1,3,2-dioxaborolan-2-yl)-2,3-dihydro-1,4-oxazepine-4(7H)-carboxylate